4-methanesulfonyl-bromobenzene CS(=O)(=O)C1=CC=C(C=C1)Br